3-(4-ethoxyphenyl)-2-[(methylsulfonyl)oxy]propanoic acid ethyl ester C(C)OC(C(CC1=CC=C(C=C1)OCC)OS(=O)(=O)C)=O